FC([C@H]1N(C(OC1)=O)C=1N=C2N(CCOC3=C2C=CC(=C3)N3[C@@H](CCC3)C(=O)N)C1F)F (S)-1-(2-((S)-4-(Difluoromethyl)-2-oxooxazolidin-3-yl)-3-fluoro-5,6-dihydrobenzo[f]imidazo[1,2-d][1,4]oxazepin-9-yl)pyrrolidine-2-carboxamide